N-(2,6-difluorophenyl)-5-fluoro-4-[3-(1-hydroxyethyl)-4-methyl-5-oxo-4,5-dihydro-1H-1,2,4-triazol-1-yl]-2-{[(2S)-1,1,1-trifluoropropan-2-yl]oxy}benzamide trimellitate C(C=1C(C(=O)O)=CC(C(=O)O)=CC1)(=O)O.FC1=C(C(=CC=C1)F)NC(C1=C(C=C(C(=C1)F)N1N=C(N(C1=O)C)C(C)O)O[C@H](C(F)(F)F)C)=O